1-(4-((4-(difluoromethoxy)-1H-pyrrolo[3,2-c]pyridin-1-yl)sulfonyl)piperazin-1-yl)-2-(methylamino)ethan-1-one FC(OC1=NC=CC2=C1C=CN2S(=O)(=O)N2CCN(CC2)C(CNC)=O)F